4-chloro-6-methyl-1H-pyrrolo[2,3-b]Pyridine ClC1=C2C(=NC(=C1)C)NC=C2